N(=O)N1C(CCCC1)C(=O)O 1-nitrosopiperidine-2-carboxylic acid